F[C@H]1[C@@H](CN(C1)C)OC=1C=C2C(=NC=NC2=CC1OC)C=1C(=NN(C1)C)C1=CC=CC=C1 6-(((3R,4R)-4-fluoro-1-methylpyrrolidin-3-yl)oxy)-7-methoxy-4-(1-methyl-3-phenyl-1H-pyrazol-4-yl)quinazoline